C(C1=CC=CC=C1)OC=1C=C(C(=O)OCC(COC(C2=CC(=CC(=C2)OCC2=CC=CC=C2)OCC2=CC=CC=C2)=O)(COC(=O)C2=C(NC=C2C)C)COC(C2=CC(=CC(=C2)OCC2=CC=CC=C2)OCC2=CC=CC=C2)=O)C=C(C1)OCC1=CC=CC=C1 2-(((3,5-Bis(benzyloxy)benzoyl)oxy)methyl)-2-(((2,4-dimethyl-1H-pyrrole-3-carbonyl)oxy)methyl)propane-1,3-diyl bis(3,5-bis(benzyloxy)benzoate)